C1(CC1)N1N=NC2=C1C=CC(=C2)C2=NN(C(=C2)C2=CC=C(C=C2)F)CC2=CC=C(C(=O)NO)C=C2 4-{[3-(1-cyclopropyl-1H-benzo[d][1,2,3]triazol-5-yl)-5-(4-fluorophenyl)-1H-pyrazol-1-yl]methyl}-N-hydroxybenzoamide